ClC=1C=CC=C2C=CC=C(C12)N1CC=2N=C(N=C(C2CC1)N1[C@H](CN(CC1)C(=O)OC(C)(C)C)C(F)F)OC[C@H]1N(CCC1)C tert-butyl (3R)-4-[7-(8-chloro-1-naphthyl)-2-[[(2S)-1-methylpyrrolidin-2-yl]methoxy]-6,8-dihydro-5H-pyrido[3,4-d]pyrimidin-4-yl]-3-(difluoromethyl)piperazine-1-carboxylate